tris(dipropylamino)(1-methylene-2-propenyl)silane C(CC)N(CCC)[Si](C(C=C)=C)(N(CCC)CCC)N(CCC)CCC